7-(3-Fluorophenyl)-2-oxo-1,4-dihydro-2H-spiro[pyrido[2,3-b]pyrazine-3,3'-pyrrolidine]-1'-carbonitrile FC=1C=C(C=CC1)C1=CC2=C(NC3(CN(CC3)C#N)C(N2)=O)N=C1